2-amino-L-tyrosine NC1=C(C[C@H](N)C(=O)O)C=CC(=C1)O